tert-butyl (2S,4R)-2-((4-chlorobenzyl)carbamoyl)-4-hydroxypyrrolidine-1-carboxylate ClC1=CC=C(CNC(=O)[C@H]2N(C[C@@H](C2)O)C(=O)OC(C)(C)C)C=C1